europium (II) 1,5,10,14-tetraazacyclooctadecane N1CCCNCCCCNCCCNCCCC1.[Eu+2]